[(3aS,4R,6aR)-4-[(6-Bromo-3-pyridazinyl)amino]hexahydrocyclopenta[c]pyrrol-2(1H)-yl](7,8-dihydro-6H-pyrrolo[1,2-b]thieno[2,3-d]pyrazol-2-yl)methanone BrC1=CC=C(N=N1)N[C@@H]1CC[C@H]2CN(C[C@H]21)C(=O)C2=CC=1C(=C3N(N1)CCC3)S2